C(C)OC=1C=C(C=NC1)B(O)O 5-ETHOXYPYRIDINE-3-BORONIC ACID